sodium 5,8-dicarboxylnaphthalenesulfonate C(=O)(O)C1=C2C=CC=C(C2=C(C=C1)C(=O)O)S(=O)(=O)[O-].[Na+]